COC(=O)C1=CC=C(C=C1)C1CN(CCCN1)C(=O)OCC1=CC=CC=C1 benzyl 3-(4-(methoxycarbonyl)phenyl)-1,4-diazepane-1-carboxylate